N-[3-(cyclopenten-1-yl)-4-(1,1-dioxo-1,4-thiazinane-4-carbonyl)phenyl]cyclopropanecarboxamide C1(=CCCC1)C=1C=C(C=CC1C(=O)N1CCS(CC1)(=O)=O)NC(=O)C1CC1